1-isobutylpiperidin C(C(C)C)N1CCCCC1